C(#N)C=1C=C(C=CC1)C=1N=C(SC1C1=CC(=NC(=C1)C)C)NC(=O)N1CC(NCC1)=O N-[4-(3-cyanophenyl)-5-(2,6-dimethyl-4-pyridyl)thiazol-2-yl]-3-oxo-piperazine-1-carboxamide